COC1=C(C=CC=C1)C1=CC(=CC=C1)C(C(C)C)O 2'-methoxy[1,1'-biphenyl]-3-yl-2-methylpropanol